tert-Butyl N-[(4S)-4-(3-amino-2-chlorophenyl)-4-methyl-6-oxo-1-(tetrahydropyran-4-yl)-hexahydropyrimidin-2-ylidene]carbamate NC=1C(=C(C=CC1)[C@]1(NC(N(C(C1)=O)C1CCOCC1)=NC(OC(C)(C)C)=O)C)Cl